ClC1=NC=C2C=C(C=3N(C2=C1)C=NN3)C3=C(C(=CC=C3C)OC)C 8-chloro-4-(3-methoxy-2,6-dimethylphenyl)-[1,2,4]triazolo[4,3-a]1,6-naphthyridine